N-(8-(4-fluoro-3-hydroxyphenyl)-2-((tetrahydro-2H-pyran-4-yl)amino)pyrido[4,3-d]pyrimidin-5-yl)benzamide FC1=C(C=C(C=C1)C1=CN=C(C2=C1N=C(N=C2)NC2CCOCC2)NC(C2=CC=CC=C2)=O)O